2-(6-((3-hydroxy-3-methylcyclobutyl)amino)-4-methylpyridazin-3-yl)-5-(trifluoromethoxy)phenol OC1(CC(C1)NC1=CC(=C(N=N1)C1=C(C=C(C=C1)OC(F)(F)F)O)C)C